N1(CCC1)C1=NC(=CC=C1)Br 2-(azetidin-1-yl)-6-bromo-pyridine